N1CCC(CCC1)N(C=1SC2=C(N=NC(=C2)C2=C(C=C(C=C2)C=2C(=NNC2)F)O)N1)C 2-{6-[(Azepan-4-yl)(methyl)amino][1,3]thiazolo[4,5-c]pyridazin-3-yl}-5-(3-fluoro-1H-pyrazol-4-yl)phenol